2-chloro-N-(4-cyano-1H-pyrazol-5-yl)-6-(trifluoromethyl)nicotinamide ClC1=C(C(=O)NC2=C(C=NN2)C#N)C=CC(=N1)C(F)(F)F